FC(C1=NN=C(S1)N1C(N(C2=C1C=CC(=C2)F)CC#N)=O)F [3-[5-(difluoromethyl)-1,3,4-thiadiazol-2-yl]-6-fluoro-2-oxo-benzimidazol-1-yl]acetonitrile